N[C@@H]1CC[C@H](CC1)NC=1C=2N(N=CC1C(=NC1=C(C=CC(=C1)F)Cl)N)C=C(C2)C2=C(C=CC(=C2)CO)C 4-[trans-(4-aminocyclohexyl)amino]-N'-(2-chloro-5-fluoro-phenyl)-6-[5-(hydroxymethyl)-2-methyl-phenyl]pyrrolo[1,2-b]pyridazine-3-carboxamidine